O[C@H]1C[C@@H](CCC1)N1C(C2(C3=C1N=C(N=C3)NC=3C(=NNC3)C3=NN(C=C3)C)CC2)=O 7'-((1R,3R)-3-hydroxycyclohexyl)-2'-((1'-methyl-1H,1'H-[3,3'-bipyrazol]-4-yl)amino)spiro[cyclopropane-1,5'-pyrrolo[2,3-d]pyrimidin]-6'(7'H)-one